dibutyltin bisoleyl-maleate C(CCCCCCC\C=C/CCCCCCCC)/C(=C(/C(=O)[O-])\CCCCCCCC\C=C/CCCCCCCC)/C(=O)[O-].C(CCC)[Sn+2]CCCC